NC1=NC=2C=CC(=CC2C2=C1C=NN2C)C(=O)N(N2C(CCC2)=O)CC2=CC=1C(=NSN1)C=C2 4-amino-N-(benzo[c][1,2,5]thiadiazol-5-ylmethyl)-1-methyl-N-(2-oxopyrrolidin-1-yl)-1H-pyrazolo[4,3-c]quinoline-8-carboxamide